2,2'-(Ethylenebis(thio))diethanol C(CSCCO)SCCO